1-((S)-3-(4-cyanophenyl)-2-(dimethylamino)propyl)-3-((S)-1-phenylethyl)urea C(#N)C1=CC=C(C=C1)C[C@@H](CNC(=O)N[C@@H](C)C1=CC=CC=C1)N(C)C